Calcium oxalate calcium [Ca+2].C(C(=O)[O-])(=O)[O-].[Ca+2].C(C(=O)[O-])(=O)[O-]